{2-oxo-2-[(2-oxobutyl)amino]ethyl}-4,5,6,7-tetrahydro-1H-indazole-3-carboxylate O=C(COC(=O)C1=NNC=2CCCCC12)NCC(CC)=O